Cl.COC(=O)C=1C=C(C2=C(NN=N2)C1)C1=CC(=C(C=C1)OC)S(N(C)C)(=O)=O 4-(3-(N,N-dimethylsulfamoyl)-4-methoxyphenyl)-1H-benzo[d][1,2,3]triazole-6-carboxylic acid methyl ester hydrochloride